C(C)(=O)OCC=1C(=NC=CC1B(O)O)N1C(C=2N(C=3CCCCC3C2F)CC1)=O 3-(Acetoxymethyl)-2-(10-fluoro-1-oxo-3,4,6,7,8,9-hexahydropyrazino[1,2-a]indol-2(1H)-yl)pyridin-4-ylboronic Acid